[K+].CC(CCCCCCCCC(=O)[O-])CCCCCC 10-methyl-hexadecanoic acid potassium salt